6-[3-(1,1-Difluoroethyl)-4-fluoro-phenyl]-1-[(5-methoxy-3-pyridyl)methyl]pyrazolo[4,3-b]pyridine FC(C)(F)C=1C=C(C=CC1F)C=1C=C2C(=NC1)C=NN2CC=2C=NC=C(C2)OC